CN1C(=NC=2C1=NC=C(C2)C(=O)OC)NC=2SC1=C(N2)C=CC(=C1)C(F)(F)F methyl 3-methyl-2-[[6-(trifluoromethyl)-1,3-benzothiazol-2-yl]amino]imidazo[4,5-b]pyridine-6-carboxylate